ClC1=C(C=CC=C1C1=CC=C(C(=N1)CC)CN1CC(C1)C(=O)O)C1=C(C(=CC=C1)NC(=O)C=1C(N(C(N(C1)C)=O)C)=O)Cl 1-((6-(2,2'-dichloro-3'-(1,3-dimethyl-2,4-dioxo-1,2,3,4-tetrahydropyrimidine-5-carboxamido)-[1,1'-biphenyl]-3-yl)-2-ethylpyridin-3-yl)methyl)azetidine-3-carboxylic acid